Methyl-2-((tert-butoxycarbonyl)amino)-7-((2'-fluoro-[1,1'-biphenyl]-2-yl)oxy)-1,2,3,4-tetrahydronaphthalene CC1C(CCC2=CC=C(C=C12)OC1=C(C=CC=C1)C1=C(C=CC=C1)F)NC(=O)OC(C)(C)C